C(C)(C)N(C(OC(C1=CC(=C(C=C1)F)Cl)C=1N(C(=C(N1)SCC1=CC=CC=C1)C)COCC[Si](C)(C)C)=O)C(C)C (4-(benzylthio)-5-methyl-1-((2-(trimethylsilyl)ethoxy)methyl)-1H-imidazol-2-yl)(3-chloro-4-fluorophenyl)methyl diisopropylcarbamate